1-chloro-4-ethoxy-2,3-dihydro-1H-indene ClC1CCC2=C(C=CC=C12)OCC